(R)-5-(4-methyl-7-(1-methylpiperidin-3-yl)-7H-imidazo[4,5-c]pyridazin-3-yl)-2,3-dihydro-1H-inden-4-ol CC=1C2=C(N=NC1C1=C(C=3CCCC3C=C1)O)N(C=N2)[C@H]2CN(CCC2)C